C(C)(C)(C)C1=CC=C(C=C1)C=1SC(=CN1)N(C)C1=NC(=NC2=CC(=CC=C12)Cl)Cl 2-(4-(tert-butyl)phenyl)-N-(2,7-dichloroquinazolin-4-yl)-N-methylthiazol-5-amine